(3-(2-hydroxyethyl)-1H-pyrazol-1-yl)-2-trifluoromethyl-benzonitrile OCCC1=NN(C=C1)C=1C(=C(C#N)C=CC1)C(F)(F)F